CN1N=CC=2C1=NC=C(C2)C2=CCCCN2C(=O)OC(C)(C)C tert-butyl 6-(1-methylpyrazolo[3,4-b]pyridin-5-yl)-3,4-dihydropyridin-1(2H)carboxylate